C(C)(C)(C)OC(=O)N1CCN(CC1)CCN(C)C1=NC(=C(C(=C1C#N)CC)C#N)SC(C(=O)N)C1=CC=CC=C1 4-(2-((6-((2-amino-2-oxo-1-phenylethyl)thio)-3,5-dicyano-4-ethylpyridin-2-yl)(methyl)amino)ethyl)piperazine-1-carboxylic acid tert-butyl ester